N(=C=S)C1=NN(C(=C1)C(C#N)(C)C)[C@@H]1COCC1 (S)-2-(3-isothiocyanato-1-(tetrahydrofuran-3-yl)-1H-pyrazol-5-yl)-2-methylpropanenitrile